(S)-1-(1,1-dioxido-2,3-dihydro-5H-benzo[e][1,4]oxathiepine-8-carbonyl)-N-(4-(4'-formyl-3',5'-dimethyl-[1,1'-biphenyl]-3-yl)thiazol-2-yl)azetidine-2-carboxamide O=S1(CCOCC2=C1C=C(C=C2)C(=O)N2[C@@H](CC2)C(=O)NC=2SC=C(N2)C=2C=C(C=CC2)C2=CC(=C(C(=C2)C)C=O)C)=O